dimyristyl phthalate C(C=1C(C(=O)OCCCCCCCCCCCCCC)=CC=CC1)(=O)OCCCCCCCCCCCCCC